ClC1=CC=C(C=C1)C=1NC(C=2N(C1)N=C(C2C2CC2)C(=O)OCC)=O ethyl 6-(4-chlorophenyl)-3-cyclopropyl-4-oxo-4,5-dihydropyrazolo[1,5-a]pyrazine-2-carboxylate